CC=1N=CC(=NC1)NC(=O)C=1C=2C[C@@H]3[C@H](C2N(N1)C1=C(C=C(C=C1)F)F)C3 (1aR,5aR)-2-(2,4-Difluoro-phenyl)-1a,2,5,5a-tetrahydro-1H-2,3-diaza-cyclopropa[a]pentalene-4-carboxylic acid (5-methyl-pyrazin-2-yl)-amide